1-(4-(o-tolylamino)piperidin-1-yl)ethan-1-one C1(=C(C=CC=C1)NC1CCN(CC1)C(C)=O)C